n-ethyl-4-[(7-trifluoromethylquinolin-4-yl)amino]benzamide C(C)NC(C1=CC=C(C=C1)NC1=CC=NC2=CC(=CC=C12)C(F)(F)F)=O